4-bromo-3-fluoro-N-methoxy-N-methylthiophene-2-carboxamide BrC=1C(=C(SC1)C(=O)N(C)OC)F